C(CCCCCCCCCCCCCCC)(=O)OC[C@@H](OC(C=CCCCCCCCCCCCCCCC)=O)COP(=O)(O)OCC(O)CO 1-hexadecanoyl-2-(9Z-octadecenoyl)-sn-glycero-3-phosphoglycerol